C1(CC1)C1OC2=C(NC1=O)C=CC=C2C=2C1=C(C(N(C2)C)=O)NC=C1 2-cyclopropyl-8-(6-methyl-7-oxo-6,7-dihydro-1H-pyrrolo[2,3-c]pyridin-4-yl)-2H-1,4-benzoxazin-3(4H)-one